6-chloro-3-(((R)-1-(2-((R)-4-(5-cyanopyridin-2-yl)-3-methylpiperazin-1-yl)-3,6-dimethyl-4-oxo-3,4-dihydroquinazolin-8-yl)ethyl)amino)-N-(methylsulfonyl)picolinamide ClC1=CC=C(C(=N1)C(=O)NS(=O)(=O)C)N[C@H](C)C=1C=C(C=C2C(N(C(=NC12)N1C[C@H](N(CC1)C1=NC=C(C=C1)C#N)C)C)=O)C